C(C)(C)(C)OC(=O)N(C(C)C1=C(C=NN(C1=O)CC(=O)O)Cl)C(=O)OC(C)(C)C 2-[5-[1-[bis(tert-butoxycarbonyl)amino]ethyl]-4-chloro-6-oxo-pyridazin-1-yl]acetic acid